1-(4-hydroxyphenyl)-3-m-methoxyphenyl-2-propen-1-one OC1=CC=C(C=C1)C(C=CC1=CC(=CC=C1)OC)=O